CN(C1=CC=C(C#N)C=C1)C p-(dimethylamino)-benzonitrile